CNS(=O)(=O)C=1C=C2C(=CN(C2=CC1)C1=CC=C(C=C1)C(F)(F)F)C=1OC(=CC1)C(F)(F)F n-methyl-3-(5-(trifluoromethyl)furan-2-yl)-1-(4-(trifluoromethyl)phenyl)-1H-indole-5-sulfonamide